CC1(CCC=[N+]1[O-])C 5,5-dimethyl-1-pyrrolin-N-oxide